CC1=NC(=CC(=C1)OC=1C=C(C=CC1)C1=CC[C@@H](CN1C(=O)OC(C)(C)C)C)C (S)-tert-butyl 6-(3-((2,6-dimethylpyridin-4-yl)oxy)phenyl)-3-methyl-3,4-dihydropyridine-1(2H)-carboxylate